ClC=1C=C(C=C(C1OC1=NNC(C(=C1)C(C)C)=O)Cl)N1N=C(C(NC1=O)=O)CSC 2-[3,5-dichloro-4-[(5-isopropyl-6-oxo-1H-pyridazin-3-yl)oxy]phenyl]-6-[(methylsulfanyl)-methyl]-4H-1,2,4-triazine-3,5-dione